[6-[3-(1-hydroxycyclopropyl)-1,2,4-triazol-1-yl]-2-azaspiro[3.3]heptan-2-yl]-[6-[[1-methyl-4-(trifluoromethyl)pyrazol-3-yl]methyl]-2-azaspiro[3.3]heptan-2-yl]methanone OC1(CC1)C1=NN(C=N1)C1CC2(CN(C2)C(=O)N2CC3(C2)CC(C3)CC3=NN(C=C3C(F)(F)F)C)C1